FC(C=1C(=CNC(C1)=O)C(=O)NC1=C(C=C(C(=C1)C=1C=NC(=NC1)N1CCOCC1)F)N1C[C@H](N(CC1)C)C)F 4-(difluoromethyl)-N-[4-fluoro-5-(2-morpholin-4-ylpyrimidin-5-yl)-2-[(3R)-3,4-dimethylpiperazin-1-yl]phenyl]-6-oxo-1H-pyridine-3-carboxamide